bis(tetramethylheptanedione) strontium [Sr].CC(C(C(C(C)(C)C)=O)=O)CCC.CC(C(C(C(C)(C)C)=O)=O)CCC